iodo-3,4-dihydroxy-5-methoxy-[1,1'-biphenyl]-2-carbaldehyde IC=1C(=C(C(=C(C1C1=CC=CC=C1)C=O)O)O)OC